ClC1=C(C(=O)N[C@H]2[C@H]3CC[C@@H](C2)N3C#N)C=CC(=C1)C1=NC=C(C=N1)C#N 2-chloro-N-((1R,2R,4S)-7-cyano-7-azabicyclo[2.2.1]heptan-2-yl)-4-(5-cyano-2-pyrimidinyl)benzamide